O[C@H](CCCCCCCCCCCCCCC)C1N(C(OC1)(C)C)C(=O)OC(C)(C)C tert-butyl 4-((R)-1-hydroxyhexadecyl)-2,2-dimethyloxazolidine-3-carboxylate